(S)-3-(4-nitro-1-oxoisoindolin-2-yl)pyrrolidine-2,5-dione [N+](=O)([O-])C1=C2CN(C(C2=CC=C1)=O)[C@@H]1C(NC(C1)=O)=O